CC=1NC(C=CC1N1CN(C2=CC(=CC=C2C1=O)C(F)(F)F)[C@H]1[C@@H](CCCC1)C)=O 3-(2-Methyl-6-oxo-1,6-dihydropyridin-3-yl)-1-((1R,2R)-2-methylcyclohexyl)-7-(trifluoromethyl)-2,3-dihydroquinazolin-4(1H)-one